COC1=C(OC=2N=NC(=CC2C(=O)NC=2C=[N+](C=CC2)[O-])C(F)(F)F)C=CC(=C1)OC 3-(3-(2,4-dimethoxyphenoxy)-6-(trifluoromethyl)pyridazine-4-carboxamido)pyridine 1-oxide